3,5-Dichlorophenethylamine ClC=1C=C(CCN)C=C(C1)Cl